2-(1,4-diazepan-1-yl)-4-((3-(5-fluoropyrimidin-2-yl)-2-methoxyphenyl)amino)-N-methylpyrimidine-5-carboxamide hydrochloride Cl.N1(CCNCCC1)C1=NC=C(C(=N1)NC1=C(C(=CC=C1)C1=NC=C(C=N1)F)OC)C(=O)NC